6-(benzylamino)-9-isopropyl-9H-purin C(C1=CC=CC=C1)NC1=C2N=CN(C2=NC=N1)C(C)C